FC(C(=O)O)(F)F.FC1=CC(=C(C=C1)C=1C(=NC(=NC1C1=NN2C(CNCC2)=C1)C=1C=CC(N(C1)C)=O)C)OC(C)C 5-[5-(4-fluoro-2-isopropoxy-phenyl)-4-methyl-6-(4,5,6,7-tetrahydropyrazolo[1,5-a]pyrazin-2-yl)pyrimidin-2-yl]-1-methyl-pyridin-2-one trifluoroacetate